NC=1SC2=C(N1)CC[C@@H](C2)NC(OC(C)(C)C)=O tert-butyl (S)-(2-amino-4,5,6,7-tetrahydrobenzo[d]thiazol-6-yl)carbamate